C\C(=C/CC/C(=C/CCC(C)=O)/CO[Si](CC)(CC)CC)\CCC=C(C)C (5Z,9E)-10,14-dimethyl-6-(((triethylsilyl)oxy)methyl)pentadeca-5,9,13-trien-2-one